C(C)(C)(C)OC(=O)N1CC(N(CC1)C(C1=C(C=C(C=C1)NC(=O)C1CC1)N1CCCC1)=O)C1=CC(=CC=C1)Cl 3-(3-chlorophenyl)-4-[4-(cyclopropanecarbonylamino)-2-pyrrolidin-1-ylbenzoyl]piperazine-1-carboxylic acid tert-butyl ester